N-(2-((6-((2,3-dihydrofuro[2,3-c]pyridin-5-yl)amino)-2-methyl-3-oxo-2,3-dihydro-1H-pyrazolo[3,4-b]pyridin-4-yl)amino)phenyl)-N-methylmethanesulfonamide O1CCC=2C1=CN=C(C2)NC2=CC(=C1C(=N2)NN(C1=O)C)NC1=C(C=CC=C1)N(S(=O)(=O)C)C